FC1=C(C(=C(C(=C1F)SC)F)F)/C(/C)=N/O (E)-1-(2,3,5,6-tetrafluoro-4-(methyl-thio)phenyl)ethan-1-one oxime